ClC1=CC=C(C=C1)CCC1(OC1)C(C)(C)C 2-[2-(4-chlorophenyl)ethyl]-2-tert-butyloxirane